C(C=C)(=O)N1C[C@@H](N(CC1)C1=NC(N(C2=C(C(=C(C=C12)Cl)Br)C)C1=C(C=CC=C1)C(C)C)=O)C (S)-4-(4-acryloyl-2-methylpiperazin-1-yl)-7-bromo-6-chloro-1-(2-isopropylphenyl)-8-methylquinazolin-2(1H)-one